6,6,9-Trimethyl-3-(3-methyloctan-2-yl)-6a,7,8,10a-tetrahydro-6h-benzo[c]chromen-1-ol CC1(OC=2C=C(C=C(C2C2C1CCC(=C2)C)O)C(C)C(CCCCC)C)C